(4-(3-(aminomethyl)phenyl)piperidin-1-yl)(3-((3R,4R)-3,4-dihydroxypyrrolidine-1-carbonyl)phenyl)methanone NCC=1C=C(C=CC1)C1CCN(CC1)C(=O)C1=CC(=CC=C1)C(=O)N1C[C@H]([C@@H](C1)O)O